2-(2-fluoro-4-methylphenyl)isoindole-1,3-dione FC1=C(C=CC(=C1)C)N1C(C2=CC=CC=C2C1=O)=O